C1(CC(C(CC1)C(C)C)OCCC)C 1-menthoxypropane